8-Fluoro-2-methyl-5-[[2-[2-([1,2,4]triazolo[4,3-a]pyridin-7-ylamino)ethyl]-2-azaspiro[3.3]heptan-6-yl]oxy]isoquinolin-1-one FC=1C=CC(=C2C=CN(C(C12)=O)C)OC1CC2(CN(C2)CCNC2=CC=3N(C=C2)C=NN3)C1